OC1=CC=C(C=C1)CCC(\C=C\C=C\C1=CC=C(C=C1)O)=O 1,7-Bis(4-hydroxyphenyl)hepta-4E,6E-dien-3-one